FC=1C=C2C=NN(C2=CC1)C[C@@H]1CC[C@H](CC1)C(=O)N1OCC[C@H]1C=1C=NC=C(C#N)C1 trans-5-((S)-2-(4-((5-fluoro-1H-indazol-1-yl)methyl)cyclohexane-1-carbonyl)isoxazolidin-3-yl)nicotinonitrile